bromo-1-(methyl-d3)-1H-pyrazole BrC1=NN(C=C1)C([2H])([2H])[2H]